OC1=CC=C(C=C1)C(C)(C)C1=CC=C(C=C1)C(C)(C)C1=CC=C(C=C1)O 1,4-bis-[2-(4-hydroxyphenyl)-2-propyl]-benzene